(S)-4-(((2'-chloro-3-fluoro-5-methoxy-2''-methyl-3''-(pyrido[3,4-b]pyrazin-5-ylamino)-[1,1':3',1''-terphenyl]-4-yl)methyl)amino)pyrrolidin-2-one ClC1=C(C=CC=C1C1=C(C(=CC=C1)NC1=NC=CC=2C1=NC=CN2)C)C2=CC(=C(C(=C2)OC)CN[C@H]2CC(NC2)=O)F